FC=1C=C2[C@@](C(N(C2=CC1)C)=O)(C(=O)OC)C Methyl (S)-5-fluoro-1,3-dimethyl-2-oxoindoline-3-carboxylate